5-(4-iodophenoxy)carbonylamino-3-(octahydro-2H-quinolizin-2-yl)-benzofuran IC1=CC=C(OC(=O)NC=2C=CC3=C(C(=CO3)C3CC4CCCCN4CC3)C2)C=C1